(S)-benzyl (1-(4-(1-naphthoyl)piperazin-1-yl)-6-acrylamido-1-oxohexan-2-yl)carbamate C1(=CC=CC2=CC=CC=C12)C(=O)N1CCN(CC1)C([C@H](CCCCNC(C=C)=O)NC(OCC1=CC=CC=C1)=O)=O